8-(bromomethyl)-1,3,7-trimethyl-3,7-dihydro-1H-purine-2,6-dione BrCC1=NC=2N(C(N(C(C2N1C)=O)C)=O)C